NC=1CC(NC(C1)=O)=O 4-amino-2,6-pyridinedione